C(C)(CC)NC(=O)C=1C(=C2C=CC(OC2=CC1CCCCC)(CCC=C(C)C)C)O N-(sec-butyl)-5-hydroxy-2-methyl-2-(4-methylpent-3-en-1-yl)-7-pentyl-2H-chromen-6-carboxamide